(1R,3S)-3-(3-{[(6-meth-oxypyridin-3-yl)acetyl]-amino}-1H-pyrazol-5-yl)-cyclopentyl (2S,3R)-3-hydroxy-2-methylazetidine-1-carboxylate O[C@H]1[C@@H](N(C1)C(=O)O[C@H]1C[C@H](CC1)C1=CC(=NN1)NC(CC=1C=NC(=CC1)OC)=O)C